OC=1C=C(C=C(C1O)O)C(C(=O)O)CO 3,4,5-trihydroxy-α-(hydroxymethyl)phenylacetic acid